ethyldicyclohexylphosphorus C(C)P(C1CCCCC1)C1CCCCC1